C(CCC)C1=CC=C(C=C1)N=NC1=CC=C(OCCCCCCCCCCCOC(C(=C)C)=O)C=C1 11-[4-(4-butylphenylazo) phenoxy]-undecylmethacrylate